C1(=CC=C(C=C1)C(CCC(=O)OC1=CC(=CC=C1)C=O)=O)C1=CC=CC=C1 3-formylphenyl 4-([1,1'-biphenyl]-4-yl)-4-oxobutanoate